(2R,4S)-2-(6-benzyloxy-3-pyridyl)tetrahydropyran-4-carboxamide C(C1=CC=CC=C1)OC1=CC=C(C=N1)[C@@H]1OCC[C@@H](C1)C(=O)N